[N-](S(=O)(=O)C(F)(F)F)S(=O)(=O)C(F)(F)F.C(CCCCCCCCCCCCC)N1C=NC=C1 1-tetradecylimidazole bistrifluoromethanesulfonimide salt